C(C)(C)(C)OC(=O)N1CCN(CC1)C1=NC=C(C=C1)OC1=NC(=NC(=C1)CO)C1=CC(=CC(=C1)Cl)Cl 4-(5-((2-(3,5-dichlorophenyl)-6-(hydroxymethyl)pyrimidin-4-yl)oxy)pyridin-2-yl)piperazine-1-carboxylic acid tert-butyl ester